ClC1=C(C(=C(C=C1OC)OC)Cl)C1=CC2=C(N=C(N=C2)N[C@@H]2COCC[C@@H]2NC(C=C)=O)C(=N1)N1CC(C1)OC N-((3S,4S)-3-((6-(2,6-dichloro-3,5-dimethoxyphenyl)-8-(3-methoxyazetidin-1-yl)pyrido[3,4-d]pyrimidin-2-yl)amino)tetrahydro-2H-pyran-4-yl)acrylamide